tert-butyl N-[(5-bromo-2-methoxy-phenyl)-methyl-oxo-λ6-sulfanylidene]carbamate BrC=1C=CC(=C(C1)S(=NC(OC(C)(C)C)=O)(=O)C)OC